COC1=CC=CC2=C1N=C(S2)NC=2OC(=NN2)C2=CC=C(C=C2)OC N-(4-Methoxybenzo[d]thiazol-2-yl)-5-(4-Methoxyphenyl)-1,3,4-oxadiazol-2-amin